1-(4-phenyl-sulfanylphenyl)-butane C1(=CC=CC=C1)C1=CC(=C(C=C1)CCCC)S